N[C@@H](C(=O)OC)CC1=NC=C(C=C1)C=O METHYL (2R)-2-AMINO-3-(5-FORMYL(2-PYRIDYL))PROPANOATE